FC(C(C(=C(C(C(C(F)(F)F)(F)F)(F)F)C(F)(F)F)F)(C(F)(F)F)F)(F)F 1,1,1,2,3,5,5,6,6,7,7,7-dodecafluoro-2,4-bis(trifluoromethyl)hept-3-ene